NC1=NC=C2N(C(N(C2=N1)[C@@H]1O[C@@H](C[C@H]1O)CO)=O)COC 2-amino-9-((2R,3R,5S)-3-hydroxy-5-(hydroxymethyl)tetrahydrofuran-2-yl)-7-(methoxymethyl)-7,9-dihydro-8H-purin-8-one